CC1=C(C=CC=C1B1OC(C(O1)(C)C)(C)C)C1=C(C(=CC=C1)B1OC(C(O1)(C)C)(C)C)C 2,2'-(2,2'-dimethyl-[1,1'-biphenyl]-3,3'-diyl)bis(4,4,5,5-tetramethyl-1,3,2-dioxaborolane)